N-methyl-N-isopropyl-4-(4-methylpiperazin-1-yl)butylamine CN(C(C)C)CCCCN1CCN(CC1)C